FC1=CC(=C(C=C1)C(N1CCNCC1)C1=CC=C(C=C1)F)OC 1-((4-fluoro-2-methoxyphenyl)(4-fluorophenyl)methyl)piperazine